C(\C=C\C(=O)OC(CC)C)(=O)OC(CC)C Di(1-methylpropyl) fumarate